6-(6-bromo-3-nitro-2-pyridyl)-6-azaspiro[2.5]octane BrC1=CC=C(C(=N1)N1CCC2(CC2)CC1)[N+](=O)[O-]